(S)-1-(5H-imidazo[5,1-a]isoindol-5-yl)cyclopentan-1-ol C=1N=CN2C1C1=CC=CC=C1[C@H]2C2(CCCC2)O